acrylic acid methyl ester chloride [Cl-].COC(C=C)=O